C1(=CC=CC=C1)C(C)S 1-phenylethyl mercaptan